(3S)-hydroxybutyrate OC(C(=O)[O-])CC